3,4-dichloro-N-(1H-pyrrolo[2,3-c]pyridin-5-yl)benzamide ClC=1C=C(C(=O)NC=2C=C3C(=CN2)NC=C3)C=CC1Cl